[Zn].C1(=CC=C(C=C1)P(O)(=O)C)P(O)(=O)C 1,4-phenylenebis(methylphosphinic acid) zinc